COC1=CC(=C(C=C1NC1=NC=NC(=C1)N1OCC[C@@H]1C1=CC(=CC=C1)OC1=CC=CC=C1)NC(C=C)=O)N1CCOCC1 (R)-N-(4-methoxy-2-morpholino-5-((6-(3-(3-phenoxyphenyl)isoxazolidin-2-yl)pyrimidine-4-yl)amino)phenyl)acrylamide